CC1CN(CC(N1C1=CC2=C(N=C(N=C2)NC2=CC=C(C=C2)N2CCN(CC2)C)N(C1=O)C)C)C(=O)OC(C)(C)C tert-butyl 3,5-dimethyl-4-[8-methyl-2-[4-(4-methylpiperazin-1-yl)anilino]-7-oxo-pyrido[2,3-d]pyrimidin-6-yl]piperazine-1-carboxylate